[6-[3-(1-fluorocyclopropyl)-1H-1,2,4-triazol-5-yl]-2-azaspiro[3.3]heptan-2-yl]-[3-[3-[[1-(trifluoromethyl)-cyclopropyl]methylamino]-1-bicyclo[1.1.1]pentanyl]azetidin-1-yl]methanone FC1(CC1)C1=NNC(=N1)C1CC2(CN(C2)C(=O)N2CC(C2)C23CC(C2)(C3)NCC3(CC3)C(F)(F)F)C1